ClC=1C=CC=2N(C1)C(=CN2)S(=O)(=O)C2=CC=C(C=C2)CNC(=O)C=2C=C1C(=NC2)NN=C1 N-[(4-{6-chloroimidazo[1,2-a]pyridine-3-sulfonyl}phenyl)methyl]-1H-pyrazolo[3,4-b]pyridine-5-carboxamide